N1CCC(=CC1)C1=CC=CS1 5-(1,2,3,6-tetrahydropyridin-4-yl)-thiophene